2,3-diacetoxy-1-allyloxy-propane C(C)(=O)OC(COCC=C)COC(C)=O